ClC1=NC=C(C(=N1)NCCC(C)(C)C)C(=O)N 2-chloro-4-[(3,3-dimethylbutyl)amino]pyrimidin-5-carboxamide